C(C)(C)[Si](C(C)C)(C(C)C)C#CC1=C2C(SC=C2)=C(C2=C1SC=C2)C#C[Si](C(C)C)(C(C)C)C(C)C 4,8-di(triisopropylsilylethynyl)benzo[1,2-b:4,5-b']dithiophene